ClC1=C(C=C(C=C1)C#N)C[C@@H](C(=O)NC1=CC=C(C=C1)C=1N(C=NC1)C)NC(=O)C=1N(N=CC1)C N-[(1S)-1-[(2-chloro-5-cyano-phenyl)methyl]-2-[4-(3-methylimidazol-4-yl)anilino]-2-oxo-ethyl]-2-methyl-pyrazole-3-carboxamide